C(C)(C)(C)C1=C(OP2OCC3(CO2)COP(OC3)OC3=C(C=C(C=C3C(C)(C)C)C)C(C)(C)C)C(=CC(=C1)C)C(C)(C)C 3,9-bis(2,6-di-t-butyl-4-methylphenoxy)-2,4,8,10-tetraoxa-3,9-diphosphaspiro[5.5]Undecane